3,4-Dihydroxy-N-(5-nitrothiazol-2-yl)benzamide OC=1C=C(C(=O)NC=2SC(=CN2)[N+](=O)[O-])C=CC1O